C(C)OC1=C(C=CC=C1)C(COC1CCOCC1)O (2-ethoxyphenyl)-2-((tetrahydro-2H-pyran-4-yl)oxy)ethanol